CN([C@H]1CCCC=2C=CC=NC12)C[C@@H]1NCC2=CC=CC(=C2C1)N1[C@@H](COCC1)C (S)-N-methyl-N-(((R)-5-((R)-3-methylmorpholino)-1,2,3,4-tetrahydroisoquinolin-3-yl)methyl)-5,6,7,8-tetrahydroquinolin-8-amine